C(N)(=O)C1=CC=2N(C=C1)C(=CN2)C2=CC=CC(=N2)N[C@H]2CN(C[C@@H]2F)C(=O)OC(C)(C)C (3S,4S)-tert-butyl 3-((6-(7-carbamoylimidazo[1,2-a]pyridin-3-yl)pyridin-2-yl)amino)-4-fluoropyrrolidine-1-carboxylate